(S)-(4-(benzo[d]oxazol-2-yl)-4,6-dihydropyrrolo[3,4-d]imidazol-5(1H)-yl)(1-methyl-1H-1,2,4-triazol-5-yl)methanone O1C(=NC2=C1C=CC=C2)[C@H]2N(CC=1NC=NC12)C(=O)C1=NC=NN1C